N-(2-amino-2-methylpropyl)-6-(5-chloro-1H-pyrrolo[2,3-c]pyridin-2-yl)pyrazine-2-carboxamide NC(CNC(=O)C1=NC(=CN=C1)C1=CC=2C(=CN=C(C2)Cl)N1)(C)C